2-(4-bromo-1H-1,2,3-triazol-1-yl)ethan-1-ol BrC=1N=NN(C1)CCO